C1(CCCCC1)CN1N=C2C=CC=C(C2=C1C(=O)NC1=CC(=CC=C1)S(=O)(=O)C)C(F)(F)F 2-(cyclohexylmethyl)-N-(3-methylsulfonylphenyl)-4-(trifluoromethyl)indazole-3-carboxamide